C[C@@H]1CN(C[C@@H](O1)C)C(=O)C=1C2=C(N(N1)CC(=O)N1CCC(CC1)C1=C(C=CC=C1)F)CCC2 2-{3-[(2R,6S)-2,6-dimethylmorpholine-4-carbonyl]-5,6-dihydrocyclopenta[c]pyrazol-1(4H)-yl}-1-[4-(2-fluorophenyl)piperidin-1-yl]ethan-1-one